(3E)-7,7-dimethoxy-1,3-heptadiene COC(CC/C=C/C=C)OC